OC(C(C(S(=O)(=O)O)([2H])[2H])([2H])[2H])([2H])[2H] 3-hydroxy(2H6)propane-1-sulfonic acid